methyl 4-(4-((3-chlorobenzyl)amino)-3-ethyl-1-methyl-1H-pyrazolo[3,4-d]pyrimidin-6-yl)benzoate ClC=1C=C(CNC2=C3C(=NC(=N2)C2=CC=C(C(=O)OC)C=C2)N(N=C3CC)C)C=CC1